FC1=CC(=C(C=C1)C1=CC(NC=C1[N+](=O)[O-])=O)C 4-(4-fluoro-2-methylphenyl)-5-nitropyridin-2(1H)-one